tert-butyl (tert-butoxycarbonyl)((1-(4-(5-(trifluoromethyl)-1,2,4-oxadiazol-3-yl)phenyl)-1H-imidazol-4-yl)methyl)carbamate C(C)(C)(C)OC(=O)N(C(OC(C)(C)C)=O)CC=1N=CN(C1)C1=CC=C(C=C1)C1=NOC(=N1)C(F)(F)F